[Cr].[Ni].[Mn].[Fe] iron manganese nickel chromium